t-butyl-phosphorus dichloride C(C)(C)(C)P(Cl)Cl